[6-(11,12-Dibromo-11,12-dihydro-6H-dibenzo[b,f]azocin-5-yl)-6-oxohexyl]-2,2,2-trifluoro-acetamide BrC1C(C2=C(N(CC3=C1C=CC=C3)C(CCCCCNC(C(F)(F)F)=O)=O)C=CC=C2)Br